ClC1=CC(=C(C=C1)C1=NC=C(C=N1)[C@H](CN)F)OC1=NC(=NC(=C1)N1CCOCC1)C (2R)-2-[2-[4-chloro-2-(2-methyl-6-morpholin-4-ylpyrimidin-4-yl)oxyphenyl]pyrimidin-5-yl]-2-fluoroethanamine